cobalt-manganese lithium [Li].[Mn].[Co]